tert-butyl (1-(2-(4-chlorophenoxy)acetamido)piperidin-4-yl)carbamate ClC1=CC=C(OCC(=O)NN2CCC(CC2)NC(OC(C)(C)C)=O)C=C1